C1(C=CC(N1CCCCCC(=O)N[C@@H](C(C)C)C(=O)N[C@@H](CCCNC(=O)N)C(=O)OC(NCC1=CC=C(C=C1)N)=O)=O)=O maleimidocaproyl-valyl-citrullinyl-p-aminobenzylcarbamate